N-(cyclopropylmethyl)aniline C1(CC1)CNC1=CC=CC=C1